ClC=1C=C(C(=O)NC=2C=C3C(=CN(C3=CC2)CC=C)C#N)C=CN1 2-chloro-N-(3-cyano-1-allyl-1H-indol-5-yl)isonicotinamide